C1(CCC1)N1N=C(C(=C1NC(=O)NC1CC(C1)(F)F)C)C1CC(C1)(F)F 1-(1-cyclobutyl-3-(3,3-difluoro-cyclobutyl)-4-methyl-1H-pyrazol-5-yl)-3-(3,3-difluorocyclobutyl)urea